BrC=1C=C(C=CC1)C1=C(CC2C(CC(C12C(=C)C1=CC=CC=C1)O)OCOC)CCCCCC (exo)-6-(3-bromophenyl)-5-hexyl-3-(methoxymethoxy)-6a-(1-phenylvinyl)-1,2,3,3a,4,6a-hexahydropentalen-1-ol